FC1=C2C(=CN=CC2=CC=C1)N 5-fluoro-isoquinolin-4-amine